(4-(1-(3-(cyanomethyl)-1-(ethylsulfonyl)azetidin-3-yl)-1H-pyrazol-4-yl)-7H-pyrrolo[2,3-d]pyrimidin-7-yl)2-(3-phenoxyphenyl)propionic acid methyl ester COC(C(C)(C1=CC(=CC=C1)OC1=CC=CC=C1)N1C=CC2=C1N=CN=C2C=2C=NN(C2)C2(CN(C2)S(=O)(=O)CC)CC#N)=O